1-tetrahydrothiopyran-4-ylpyrazole S1CCC(CC1)N1N=CC=C1